(R)-1-(4-chlorophenyl)-2,2-difluoroethan-1-amine hydrochloride Cl.ClC1=CC=C(C=C1)[C@H](C(F)F)N